5-bromo-4-chloro-1-methyl-2-tetrahydrofuran-3-yl-oxy-benzimidazole BrC1=C(C2=C(N(C(=N2)OC2COCC2)C)C=C1)Cl